ClC1=CC=C(C=C1)C1=NN=C(O1)C=1C=CC2=C(NC(=N2)C2=C(C=CC=C2Cl)Cl)C1 6-[5-(4-Chloro-phenyl)-[1,3,4]oxadiazol-2-yl]-2-(2,6-dichloro-phenyl)-1H-benzoimidazole